C(CC)[C@@H]1CCCC(O1)=O |r| (+-)-6-propyltetrahydro-2H-pyran-2-one